The molecule is a 2,6-diaminopurine that is the N(6)-hydroxy derivative of 2,6-diamino-3H-purine. It has a role as a mutagen and a teratogenic agent. It is a member of 2,6-diaminopurines, a nucleobase analogue and a member of hydroxylamines. It derives from an adenine. C1=NC2=C(N1)C(=NC(=N2)N)NO